1-(3,5-diisopropyl-[1,1'-bi-phenyl]-4-yl)-2-(phenanthro[3,2-b]benzofuran-11-yl)-1H-benzo[d]imidazole C(C)(C)C=1C=C(C=C(C1N1C(=NC2=C1C=CC=C2)C2=CC=CC=1C3=C(OC12)C=C1C2=CC=CC=C2C=CC1=C3)C(C)C)C3=CC=CC=C3